C(C1=CC=CC=C1)(=O)ON=C(C(=O)C1=CC=C(C=C1)SC1=CC=CC=C1)CC N-Benzoyloxy-1-(4-phenylsulfanylphenyl)butane-1-on-2-imine